N-(5-(2-(2-oxa-7-azaspiro[3.5]nonan-7-yl)acetamido)-2-methylpyridin-3-yl)-2-(1-methyl-1H-pyrazol-4-yl)pyrazolo[5,1-b]thiazole-7-carboxamide C1OCC12CCN(CC2)CC(=O)NC=2C=C(C(=NC2)C)NC(=O)C=2C=NN1C2SC(=C1)C=1C=NN(C1)C